methylenebis(6-t-butyl-p-cresol) C(C1=CC(=CC(=C1O)C(C)(C)C)C)C1=CC(=CC(=C1O)C(C)(C)C)C